FC1=C(C=CC(=C1)OC1COC1)C(C)=O 1-(2-fluoro-4-(oxetan-3-yloxy)phenyl)ethan-1-one